3-methyl-1H-indole CC1=CNC2=CC=CC=C12